N(=[N+]=[N-])CCOC1=CC=C(C[C@H](N)C(=O)O)C=C1 para-azidoethoxyphenylalanine